COCC1=CC=CC(=N1)CN1N=NC(=C1)C1=NC(=NC(=C1)C1=C(C=CC=C1)C)N 4-(1-{[6-(methoxymethyl)-2-pyridinyl]methyl}-1H-1,2,3-triazol-4-yl)-6-(o-methylphenyl)-2-pyrimidinylamine